isopropylamine tertbutyl-(1S,5S)-3,6-diazabicyclo[3.2.0]heptane-3-carboxylate C(C)(C)(C)OC(=O)N1C[C@@H]2CN[C@@H]2C1.C(C)(C)N